dinonylnaphthalenesulphonate C(CCCCCCCC)C=1C(=C(C2=CC=CC=C2C1)S(=O)(=O)[O-])CCCCCCCCC